N-(4-chloro-2-fluoro-5-(5-fluoropyridin-3-yl)phenyl)-3-methyl-1-(5-methyl-1,3,4-oxadiazol-2-yl)-6-azabicyclo[3.1.1]heptane-6-carboxamide ClC1=CC(=C(C=C1C=1C=NC=C(C1)F)NC(=O)N1C2CC(CC1(C2)C=2OC(=NN2)C)C)F